CO/N=C/1\\CN(CC1CN)C2=C(C=C3C(=O)C(=CN(C3=N2)C4CC4)C(=O)O)F.CS(=O)(=O)O The molecule is the mesylate salt of gemifloxacin. It has a role as an antimicrobial agent and a topoisomerase IV inhibitor. It contains a gemifloxacin.